CC=1C=C(C=CC1)C1=CC(=CC=C1)C[C@@H]1C=2C(N(C=NC2CC[C@@H]1NS(=O)(=O)C)C(C)C)=O |r| rac-N-[(5R,6S)-5-[(3'-methyl[1,1'-biphenyl]-3-yl)methyl]-4-oxo-3-(propan-2-yl)-3,4,5,6,7,8-hexahydroquinazolin-6-yl]methanesulfonamide